5-(2-(((1r,4r)-4-hydroxy-4-methylcyclohexyl)amino)-4-methoxypyrrolo[2,1-f][1,2,4]triazin-5-yl)-N-(methyl-d3)pyrazolo[1,5-a]pyridine-3-carboxamide OC1(CCC(CC1)NC1=NN2C(C(=N1)OC)=C(C=C2)C2=CC=1N(C=C2)N=CC1C(=O)NC([2H])([2H])[2H])C